CP(CCP(=O)(C)C)C dimethyl-2-(dimethylphosphinyl)ethylphosphine